(±)-ethyl 2-((2-chloro-4-(4-(3-chlorophenyl)-trans-2,3-dimethylpiperazine-1-carbonyl)phenyl)sulfinyl)acetate ClC1=C(C=CC(=C1)C(=O)N1[C@H]([C@@H](N(CC1)C1=CC(=CC=C1)Cl)C)C)[S@](=O)CC(=O)OCC |&1:24|